(4-hydroxyphenyl)-5-(4-pyridyl)-1H-imidazole OC1=CC=C(C=C1)N1C=NC=C1C1=CC=NC=C1